CC1=NOC(=C1C=1C=CC(=NC1)OC)C 5-(3,5-dimethyl-1,2-oxazol-4-yl)-2-methoxypyridine